(S)-4-[6-[(Methoxy-d3)methyl-d2]-6-fluoro-2-(5-fluoro-2-pyridyl)-5,7-dihydro-4H-pyrazolo[1,5-a]pyridin-3-yl]-6-methyl-1H-pyrazolo[3,4-b]pyridine C(OC([C@@]1(CCC=2N(C1)N=C(C2C2=C1C(=NC(=C2)C)NN=C1)C1=NC=C(C=C1)F)F)([2H])[2H])([2H])([2H])[2H]